N1(N=NC2=C1N=CC=C2)OC(=[N+](C)C)N(C)C (7-Aza-1-benzotriazolyl)-N,N,N',N'-tetramethyluronium